2-amino-3-(4-((5-chloro-4-((2-(dimethylphosphoryl)phenyl)amino)pyrimidin-2-yl)amino)-3-methoxyphenyl)propionic acid NC(C(=O)O)CC1=CC(=C(C=C1)NC1=NC=C(C(=N1)NC1=C(C=CC=C1)P(=O)(C)C)Cl)OC